FC(S(=O)Cl)(F)F trifluoromethylsulfinyl chloride